5-(2-(6,6-difluoro-3-azabicyclo[3.1.0]hex-an-3-yl)-2-oxoethyl)-3-(4-fluoro-3-(trifluoromethyl)phenyl)thieno[3,2-c]pyridin-4(5H)-one FC1(C2CN(CC12)C(CN1C(C2=C(C=C1)SC=C2C2=CC(=C(C=C2)F)C(F)(F)F)=O)=O)F